C(C=C)(=O)N1C[C@H](C[C@@H]1COC)N1N=C(C(=C1NC)C(=O)N)C#CC1=C(C2=C(N(C(=N2)C)CC)C=C1F)F 1-((3S,5R)-1-acryloyl-5-(methoxymethyl)pyrrolidin-3-yl)-3-((1-ethyl-4,6-difluoro-2-methyl-1H-benzo[d]imidazol-5-yl)ethynyl)-5-(methylamino)-1H-pyrazole-4-carboxamide